O[C@]12C[C@H](CC[C@@]2([C@H]2CC[C@@]3([C@H](CC[C@@]3([C@@H]2CC1)O)C=1C=CC(OC1)=O)C)C)NC(=O)N1CCNCCC1 N-((3S,5S,8R,9S,10R,13R,14S,17R)-5,14-dihydroxy-10,13-dimethyl-17-(2-oxo-2H-pyran-5-yl)hexadecahydro-1H-cyclopenta[a]phenanthren-3-yl)-1,4-diazepane-1-carboxamide